4-[[[[4-(1,1-dimethylethyl)phenyl]sulfonyl]amino]methyl]-N-3-pyridinylbenzamide CC(C)(C)C1=CC=C(C=C1)S(=O)(=O)NCC1=CC=C(C(=O)NC=2C=NC=CC2)C=C1